C(C1=CC=CC=C1)OC(C(=O)O)(CCCOC[C@H]1N(CCC1)C(=O)OC(C)(C)C)C(F)(F)F 2-Benzyloxy-5-[[(2S)-1-tert-butoxycarbonylpyrrolidin-2-yl]methoxy]-2-(trifluoromethyl)pentanoic acid